(2S,5R)-6-(benzyloxy)-7-oxo-N-(pyridin-3-ylsulfonyl)-1,6-diazabicyclo[3.2.1]octane-2-carboximidamide C(C1=CC=CC=C1)ON1[C@@H]2CC[C@H](N(C1=O)C2)C(NS(=O)(=O)C=2C=NC=CC2)=N